bis-(4-benzoxazol-2-yl-phenyl)Amine O1C(=NC2=C1C=CC=C2)C2=CC=C(C=C2)NC2=CC=C(C=C2)C=2OC1=C(N2)C=CC=C1